ClC=1N=C(N2C1C(=CC(=C2)S(=O)(=O)N(COCC[Si](C)(C)C)C2CC2)N2CCN(CC2)C(C(C)C)=O)C=2SC(=NN2)C(F)(F)F 1-chloro-N-cyclopropyl-8-(4-isobutyrylpiperazin-1-yl)-3-(5-(trifluoromethyl)-1,3,4-thiadiazol-2-yl)-N-((2-(trimethylsilyl)ethoxy)methyl)imidazo[1,5-a]pyridine-6-sulfonamide